N[C@@H](C(=O)N1CC2=CC=C(C=C2C1)CNS(=O)(=O)C=1N=CN(C1)C)CC1=C(C=C(C=C1)Cl)Cl (R)-N-((2-(2-amino-3-(2,4-dichlorophenyl)propanoyl)isoindolin-5-yl)methyl)-1-methyl-1H-imidazole-4-sulfonamide